O1CCC2=C1C(=CC=C2)OC=2C=CC1=C(C(=C(O1)C)C(=O)OCC)C2 ethyl 5-((2,3-dihydrobenzofuran-7-yl)oxy)-2-methylbenzofuran-3-carboxylate